trans-4-((4-(1-Iso-propyl-1H-pyrazol-4-yl)pyridin-2-yl)((trans-4-(5-methoxy-6-methylpyridin-2-yl)-cyclohexyl)methyl)-carbamoyl)cyclohexyl methylcarbamate CNC(O[C@@H]1CC[C@H](CC1)C(N(C[C@@H]1CC[C@H](CC1)C1=NC(=C(C=C1)OC)C)C1=NC=CC(=C1)C=1C=NN(C1)C(C)C)=O)=O